C(C1=CC=CC=C1)OC1=C(C=CC=C1)C1(CCN(CC1)C(=O)N([C@H]1CNCCC1)C1=NC=CC2=CC=CC(=C12)C)O (R)-4-(2-(benzyloxy)phenyl)-4-hydroxy-N-(8-methylisoquinolin-1-yl)-N-(piperidin-3-yl)piperidine-1-carboxamide